N-((3,6-dichloro-2-methoxybenzoyl)oxy)nicotinamide ClC=1C(=C(C(=O)ONC(C2=CN=CC=C2)=O)C(=CC1)Cl)OC